tert-butyl N-{[5-(2-fluorophenyl)-1-(3-methanesulfonamido benzenesulfonyl)-1H-pyrrol-3-yl] methyl}-N-methylcarbamate FC1=C(C=CC=C1)C1=CC(=CN1S(=O)(=O)C1=CC(=CC=C1)NS(=O)(=O)C)CN(C(OC(C)(C)C)=O)C